4-(phosphonooxy)butyl ((6aR,10aR)-6,6,9-trimethyl-3-pentyl-6a,7,10,10a-tetrahydro-6H-benzo[c]chromen-1-yl) carbonate di-ammonium salt [NH4+].[NH4+].C(OCCCCOP(=O)(O)O)(OC1=C2[C@H]3[C@H](C(OC2=CC(=C1)CCCCC)(C)C)CC=C(C3)C)=O